C(=O)(O)CCC(C(=O)O)=C.C(C=C)(=O)OCCC(=O)O 2-Carboxyethyl acrylate (beta-carboxyethyl acrylate)